5-hydroxy-2-(4-hydroxy-3,5-dimethoxy-phenyl)-7-[(2S,3S,4R,5S,6R)-3,4,5-trihydroxy-6-(hydroxymethyl)tetrahydropyran-2-yl]oxychromen-4-one OC1=C2C(C=C(OC2=CC(=C1)O[C@@H]1O[C@@H]([C@H]([C@H]([C@@H]1O)O)O)CO)C1=CC(=C(C(=C1)OC)O)OC)=O